phenyl (6-(piperidin-1-yl)pyridin-3-yl)carbamate N1(CCCCC1)C1=CC=C(C=N1)NC(OC1=CC=CC=C1)=O